OC(=O)C(F)(F)F.N[C@H]1CN(CC1)C1=NC=CC2=CC(=CC=C12)N(C(C=C)=O)C (R)-N-(1-(3-aminopyrrolidin-1-yl)isoquinolin-6-yl)-N-methylacrylamide TFA salt